(4,4-difluoropiperidin-1-yl)-[4-(5-methyl-4H-1,2,4-triazol-3-yl)-2-[3-(trifluoromethyl)pyrazol-1-yl]phenyl]methanone FC1(CCN(CC1)C(=O)C1=C(C=C(C=C1)C1=NN=C(N1)C)N1N=C(C=C1)C(F)(F)F)F